FC(C(=O)OC(C(C(F)F)F)=O)C(F)F 2,3,3-trifluoropropionic anhydride